(R)-2-((3,5-Dicyano-4-ethyl-6-((S)-3-hydroxypyrrolidin-1-yl)pyridin-2-yl)thio)-2-phenylacetamid C(#N)C=1C(=NC(=C(C1CC)C#N)N1C[C@H](CC1)O)S[C@@H](C(=O)N)C1=CC=CC=C1